4-(6-sulfamoylamino-2-azaspiro[3.3]heptane-2-yl)-6,7-dimethoxy-quinoline-3-carbonitrile S(N)(=O)(=O)NC1CC2(CN(C2)C2=C(C=NC3=CC(=C(C=C23)OC)OC)C#N)C1